C(C)(C)OC(=O)OCOP(=O)(O)O.C(C)N(CC)CC triethylamine (isopropyloxycarbonyloxymethyl)phosphate